C(C1=CC=CC=C1)(C1=CC=CC=C1)(C1=CC=CC=C1)ON=C(C)C1=CC=CC=C1 acetophenone O-trityl oxime